5-cyclopropyl-3-(2,6-dichlorophenyl)-1,2-oxazole-4-carboxylic acid (1S,4S,5S)-2-azabicyclo[2.2.1]Heptan-5-yl ester [C@@H]12NC[C@@H]([C@H](C1)OC(=O)C=1C(=NOC1C1CC1)C1=C(C=CC=C1Cl)Cl)C2